2-fluoro-5-(N-(1-methyl-cyclopropyl)sulfamoyl)benzoic acid FC1=C(C(=O)O)C=C(C=C1)S(NC1(CC1)C)(=O)=O